N-(3-aminopropyl)-N'-(2-methoxyphenyl)-piperazine NCCCN1CCN(CC1)C1=C(C=CC=C1)OC